1-((5-bromopyridin-2-yl)methyl)-5-chloro-1H-Indazole-7-carboxylic acid methyl ester COC(=O)C=1C=C(C=C2C=NN(C12)CC1=NC=C(C=C1)Br)Cl